4-(furo[3,2-c]pyridin-4-yl)-N-[trans-4-(methoxy-d3)cyclohexyl]benzamide O1C=CC=2C(=NC=CC21)C2=CC=C(C(=O)N[C@@H]1CC[C@H](CC1)OC([2H])([2H])[2H])C=C2